O=C1C2CC3CC(CC1C3)C2 oxoadamantane